nonylpropenyl phenyl ether C1(=CC=CC=C1)OC(=CC)CCCCCCCCC